NC1=CC(=NC(=C1)OC)OC 4-amino-2,6-dimethoxypyridine